N-(4-((6-fluoro-[1,1'-biphenyl]-3-yl)amino)-7-(3-(4-methylpiperazin-1-yl)propoxy)quinazolin-6-yl)acrylamide FC1=CC=C(C=C1C1=CC=CC=C1)NC1=NC=NC2=CC(=C(C=C12)NC(C=C)=O)OCCCN1CCN(CC1)C